ClC=1C=C(C=NC1OC)NC1=NC=NC2=CC=C(C=C12)C1(CN(C1)C(=O)OC(C)(C)C)C tert-butyl 3-[4-[(5-chloro-6-methoxy-3-pyridyl)amino] quinazolin-6-yl]-3-methyl-azetidine-1-carboxylate